C1(=CC=CC=C1)C(C(=O)NC=1SC=CC1C(=O)NCC1=CC=C(C=C1)Cl)CC 2-(2-phenylbutyrylamino)-N-(4-chlorobenzyl)thiophene-3-carboxamide